CON=C1CCC(CC1)C(C)(C)CC 4-(tert-pentyl)cyclohexan-1-one O-methyl oxime